di-tert-butyl [azanediyldi(butane-4,1-diyl)]biscarbamate N(CCCCNC(OC(C)(C)C)=O)CCCCNC(OC(C)(C)C)=O